BrC1=C(C=C(S1)C(C(C)C)=O)C 1-(5-bromo-4-methylthiophen-2-yl)-2-methylpropan-1-one